(2S,4S)-4-fluoro-1-[2-[(3R)-3-[(3-chloro-5-quinolyl)amino]pyrrolidin-1-yl]acetyl]pyrrolidine-2-carbonitrile F[C@H]1C[C@H](N(C1)C(CN1C[C@@H](CC1)NC1=C2C=C(C=NC2=CC=C1)Cl)=O)C#N